3-[(3S,4R)-3-Methyl-6-(7H-pyrrolo[2,3-d]pyrimidin-4-yl)-1,6-diazaspiro[3.4]octan-1-yl]-3-oxopropanenitrile C[C@H]1CN([C@@]12CN(CC2)C=2C1=C(N=CN2)NC=C1)C(CC#N)=O